tert-butyl (6-methyl-2-oxo-1-(2,2,2-trifluoroethyl)-5-(2,3,6-trifluorophenyl)piperidin-3-yl)carbamate CC1C(CC(C(N1CC(F)(F)F)=O)NC(OC(C)(C)C)=O)C1=C(C(=CC=C1F)F)F